Cl.FC1([C@H]2[C@@H]([C@H]2CC1)N)F (1r,5s,6r)-2,2-difluorobicyclo[3.1.0]hexane-6-amine hydrochloride